C1(CCC1)N(C(=O)OCC1=C(N=NN1C)C1=CC=C(C(=N1)C1CC1)O[C@@H]1C[C@H](CCC1)C(=O)O)C (1S,3S)-3-((6-(5-(((cyclobutyl(methyl)carbamoyl)oxy)methyl)-1-methyl-1H-1,2,3-triazol-4-yl)-2-cyclopropylpyridin-3-yl)oxy)cyclohexane-1-carboxylic acid